3-(5-(((3R*,4S)-4-fluoropiperidin-3-yl)oxy)-1-oxoisoindolin-2-yl)piperidine-2,6-dione F[C@@H]1[C@@H](CNCC1)OC=1C=C2CN(C(C2=CC1)=O)C1C(NC(CC1)=O)=O |o1:2|